FC=1C=C(C=NC1C)[C@H]1N(OCC1)C=O [(3S)-3-(5-fluoro-6-methylpyridin-3-yl)-1,2-oxazolidin-2-yl]methanone